ClC=1C=C(C=C(C1)Cl)C1(CC(=NO1)N1CC2=C(C1)C=C(S2)C(=O)NC(C(F)(F)F)C)C(F)(F)F 5-(5-(3,5-dichlorophenyl)-5-(trifluoromethyl)-4,5-dihydroisoxazol-3-yl)-N-(1,1,1-trifluoropropan-2-yl)-5,6-dihydro-4H-thieno[2,3-c]pyrrole-2-carboxamide